CN1N=CC2=CC=C(C=C12)C#N methyl-6-cyano-1H-indazole